6-tert-butyl-10-methoxy-9-[1-(2-morpholinoethyl)-1H-pyrazol-4-yl]-2-oxo-6,7-dihydro-2H-pyrido[2,1-a]isoquinoline-3-carboxylic acid ethyl ester C(C)OC(=O)C=1C(C=C2N(C(CC3=CC(=C(C=C23)OC)C=2C=NN(C2)CCN2CCOCC2)C(C)(C)C)C1)=O